Cl.C1(=CC=C(C=C1)N1C(N(C2=NC=CC=C21)[C@@H]2CN(CC2)CC=2N=CN(C2)C)=O)C2=CC=CC=C2 (S)-1-([1,1'-biphenyl]-4-yl)-3-(1-((1-methyl-1H-imidazol-4-yl)methyl)pyrrolidin-3-yl)-1,3-dihydro-2H-imidazo[4,5-b]pyridin-2-one hydrochloride